tert-butyl 3-(methanesulfonyloxy)piperidine-1-carboxylate CS(=O)(=O)OC1CN(CCC1)C(=O)OC(C)(C)C